BrCC(=O)C1=C(C=C(C(=O)NC)C=C1F)F 4-(2-Bromoacetyl)-3,5-difluoro-N-methylbenzamide